C(C)(C)C1=NOC(=N1)N1CCC(CC1)CCOC=1SC2=NC(=CC=C2N1)C1=CC=C(C=C1)S(=O)(=O)C 3-isopropyl-5-(4-(2-((5-(4-(methylsulfonyl)phenyl)thiazolo[5,4-b]pyridin-2-yl)oxy)ethyl)piperidin-1-yl)-1,2,4-oxadiazol